C=1([O-])C([O-])=CC=CC1.C=1([O-])C([O-])=CC=CC1.C=1([O-])C([O-])=CC=CC1.[Fe+3].[K+].[Na+] Sodium potassium iron(III) triscatecholate